(rac)-N-(2,6-dimethylpyrimidin-4-yl)-5-[5-[(1,1-dioxo-1,2,5-thiadiazolidin-3-yl)methoxy]-2-methyl-4-pyridyl]pyrazolo[1,5-a]pyridin-2-amine CC1=NC(=CC(=N1)NC1=NN2C(C=C(C=C2)C2=CC(=NC=C2OC[C@@H]2NS(NC2)(=O)=O)C)=C1)C |r|